methyl 4-(4-(3-(8-fluoro-5-methyl-1-oxo-1,2-dihydroisoquinolin-3-yl)propanoyl)piperazin-1-yl)benzoate FC=1C=CC(=C2C=C(NC(C12)=O)CCC(=O)N1CCN(CC1)C1=CC=C(C(=O)OC)C=C1)C